6-(2-aminophenoxy)hexane NC1=C(OCCCCCC)C=CC=C1